Ethyl 3-methyl-5-(N-(4-bromobenzyl)-N-phenylethylsulfamoyl)benzofuran-2-carboxylate CC1=C(OC2=C1C=C(C=C2)S(N(CCC2=CC=CC=C2)CC2=CC=C(C=C2)Br)(=O)=O)C(=O)OCC